Methyl (2S)-2-[[5-chloro-2-ethoxy-4-[[4-(2-fluorophenyl)indan-1-yl]amino]phenyl]methylamino]-3-hydroxy-propanoate ClC=1C(=CC(=C(C1)CN[C@H](C(=O)OC)CO)OCC)NC1CCC2=C(C=CC=C12)C1=C(C=CC=C1)F